(2S,11aR)-8-Methyl-2-((2-oxo-1,4-dihydro-2H-benzo[d][1,3]oxazin-7-yl)oxy)-6-(((R)-1,1,1-trifluoropropan-2-yl)oxy)-2,3,11,11a-tetrahydro-1H,5H-benzo[f]pyrrolo[2,1-c][1,4]oxazepin-5-one CC1=CC2=C(C(N3[C@@H](CO2)C[C@@H](C3)OC=3C=CC2=C(NC(OC2)=O)C3)=O)C(=C1)O[C@@H](C(F)(F)F)C